C(C)(C)(C)OC(=O)N[C@H](C(=O)OCC)CCC(CC(=O)OCC)=O 1,7-diethyl (2S)-2-[(tert-butoxycarbonyl)amino]-5-oxoheptanedioate